CCOC(=O)C[C@H](C)O Ethyl (S)-(+)-3-Hydroxybutyrate